O=C1NC(CCC1N1C(C2=CC=CC(=C2C1=O)NC(C)=O)=O)=O N-(2-(2,6-dioxopiperidin-3-yl)-1,3-dioxoisoindol-4-yl)acetamide